Benzyl-4-[[(2R,5R)-3-[2-cyanoethoxy-(diisopropylamino)phosphanyl]oxy-5-(2,4-dioxopyrimidin-1-yl)-4-methoxy-tetrahydrofuran-2-yl]methoxyimino]piperidine-1-carboxylate C(C1=CC=CC=C1)OC(=O)N1CCC(CC1)=NOC[C@H]1O[C@H](C(C1OP(N(C(C)C)C(C)C)OCCC#N)OC)N1C(NC(C=C1)=O)=O